Icosyl ((((2R,3S,5R)-5-(6-amino-2-fluoro-9H-purin-9-yl)-2-ethynyl-3-hydroxy-tetrahydrofuran-2-yl)meth-oxy)(phenoxy)phosphoryl)-L-phenylalaninate NC1=C2N=CN(C2=NC(=N1)F)[C@H]1C[C@@H]([C@@](O1)(C#C)COP(=O)(OC1=CC=CC=C1)N[C@@H](CC1=CC=CC=C1)C(=O)OCCCCCCCCCCCCCCCCCCCC)O